C[Si]1(CCC(CC1)NC(=O)C1=CC=2C(=CN=CC2OC(C)C)N1)C N-(1,1-dimethylsilacyclohexan-4-yl)-4-isopropoxy-1H-pyrrolo[2,3-c]pyridine-2-carboxamide